C(CCCCCN)N 1,6-hexanediamine